FC(C=1C=C2CCC(C2=CC1)N)(F)F 5-(trifluoromethyl)-2,3-dihydro-1H-inden-1-amine